CN1N=NC2=C1C=CC(=C2C)[C@@H](CC(=O)O)C2=CC(=C(C=C2)C)CN2CC(OC1=C(C2)C=CC=C1F)(C)C (S)-3-(1,4-Dimethyl-1H-benzo[d][1,2,3]triazol-5-yl)-3-(3-((9-fluoro-2,2-dimethyl-2,3-dihydrobenzo[f][1,4]oxazepin-4(5H)-yl)methyl)-4-methylphenyl)propanoic acid